rhodium (cyclooctadiene) C1=CC=CCCCC1.[Rh]